N[C@H](C(=O)N[C@@H](CC(=O)OC)C1=C(C(=CC(=C1)C=1C2=CN(N=C2C=CC1C)C)C)F)CC(C)C methyl (3S)-3-[(2S)-2-amino-4-methylpentanamido]-3-[5-(2,5-dimethyl-2H-indazol-4-yl)-2-fluoro-3-methylphenyl]propanoate